OC1=C(C=C(C2=CC=CC(=C12)O)O)O 1,2,4,8-tetrahydroxynaphthalene